C(C1=CC=CC=C1)OC1=NC(=CC=C1C1=NN(C2=CC(=CC=C12)N1CCN(CC1)C[C@H]1[C@H](CN(CC1)C(=O)OC(C)(C)C)C)C)OCC1=CC=CC=C1 tert-butyl (3R,4R)-4-((4-(3-(2,6-bis(benzyloxy)pyridin-3-yl)-1-methyl-1H-indazol-6-yl)piperazin-1-yl)methyl)-3-methylpiperidine-1-carboxylate